N-(5-fluoropyridin-2-yl)-2-(6-isopropyl-2-(methylsulfanyl)-4,7-dioxo-4,5,6,7-tetrahydro-1H-pyrrolo[3,4-d]pyrimidin-1-yl)acetamide FC=1C=CC(=NC1)NC(CN1C(=NC(C2=C1C(N(C2)C(C)C)=O)=O)SC)=O